COC=1C=C(OC2=CC=C(C=C2)C=2N=C(N3C2C=NC=C3)[C@H]3N(CCC3)C(C#CC)=O)C=CC1 (S)-1-(2-(1-(4-(3-methoxyphenoxy)phenyl)imidazo[1,5-a]pyrazin-3-yl)pyrrolidin-1-yl)but-2-yn-1-one